BrC1=C2C(=C3C(NC(=NC3=C1)N1CC(C1)N(C)C)=O)OC=C2 4-bromo-7-(3-(dimethylamino)azetidin-1-yl)furo[2,3-f]quinazolin-9(8H)-one